2-((1-(2-hydroxyethyl)-1H-pyrazol-3-yl)methyl)-6-((4-methoxyphenyl)sulfonyl)phthalazin-1(2H)-one OCCN1N=C(C=C1)CN1C(C2=CC=C(C=C2C=N1)S(=O)(=O)C1=CC=C(C=C1)OC)=O